N-(5-(5-acetyl-4-(4-acryloyl-3,4-dihydro-2H-benzo[b][1,4]oxazin-6-ylamino)pyrimidin-2-ylamino)pyridin-2-yl)-2,2,2-trifluoro-N-methylacetamide C(C)(=O)C=1C(=NC(=NC1)NC=1C=CC(=NC1)N(C(C(F)(F)F)=O)C)NC1=CC2=C(OCCN2C(C=C)=O)C=C1